trans-1-(6-chloropyrimidin-4-yl)-4-(3,4-dihydro-isoquinolin-2(1H)-yl)piperidin-3-ol ClC1=CC(=NC=N1)N1C[C@H]([C@@H](CC1)N1CC2=CC=CC=C2CC1)O